C(C)(C)(O)O i-propanediol